(3,3-dimethyl-1-methylcyclobutyl)methanol CC1(CC(C1)(C)CO)C